C(C)(=O)C=1C=CC=2C(C3=C(N(C2N1)CC(=O)[O-])C(=C(C=C3)Cl)OCC)=O.[Na+] sodium 2-(2-acetyl-8-chloro-9-ethoxy-5-oxobenzo[b][1,8]naphthyridin-10(5H)-yl)acetate